C1(CC1)C1=NC=CC(=C1N)OC 2-cyclopropyl-4-methoxy-pyridin-3-amine